3-ethyl-2-nitro-2-pentene C(C)C(=C(C)[N+](=O)[O-])CC